C(C)(C)(C)[C@H]1CN(CCN1)C=1N=NC(=CN1)C1=C2C=NNC2=C(C=C1)N1N=C(C=C1)C (S)-4-(3-(3-(tert-butyl)piperazin-1-yl)-1,2,4-triazin-6-yl)-7-(3-methyl-1H-pyrazol-1-yl)-1H-indazole